N1(C=CC=C1)CCCC=O 1H-PYRROLE-1-BUTANAL